O=C1N[C@H]2[C@@H](N1)CSC2CCCCC(=O)NCCCCCCCCCCCC(=O)O 12-(5-((3aS,6aR)-2-oxohexahydro-1H-thieno[3,4-d]imidazol-4-yl)pentanamido)dodecanoic acid